C(CCC)OC(CO[Hf])(OCCCC)OCCCC tri-n-butoxyethoxyhafnium